NC1=C2N=CN(C2=NC(=N1)F)[C@H]1C[C@@H]([C@@](O1)(C#C)COP(=O)(O[C@H](C(=O)OCCCCCCCCCCCC)C)N[C@@H](CC1=CC=CC=C1)C(=O)OCCCCCCCCCCCC)O Dodecyl ((((2R,3S,5R)-5-(6-amino-2-fluoro-9H-purin-9-yl)-2-ethynyl-3-hydroxytetrahydrofuran-2-yl)methoxy)(((S)-1-(dodecyloxy)-1-oxopropan-2-yl)oxy)phosphoryl)-L-phenylalaninate